(1-(((7-chloro-4-((1R,5S)-8,8-difluoro-3-azabicyclo[3.2.1]octan-3-yl)-8-fluoropyrido[4,3-d]pyrimidin-2-yl)oxy)methyl)cyclopropyl)methanol ClC1=C(C=2N=C(N=C(C2C=N1)N1C[C@H]2CC[C@@H](C1)C2(F)F)OCC2(CC2)CO)F